4-Tertiary Butyl-Pyridine tert-butyl-(1-(2-aminoethyl)piperidin-3-yl)carbamate C(C)(C)(C)N(C(O)=O)C1CN(CCC1)CCN.C(C)(C)(C)C1=CC=NC=C1